C(C)(C)C1=C(CC=2C(=NC(=NC2)NC2CCN(CC2)C)N)C=C(C(=C1)OC)OC 5-(2-Isopropyl-4,5-dimethoxy-benzyl)-N2-(1-methyl-piperidin-4-yl)-pyrimidine-2,4-diamine